OCC1(COC(OC1)=O)C 5-hydroxymethyl-5-methyl-1,3-dioxan-2-one